Cl.Cl.ClC=1C=C(C=NC1N1CCNCC1)C1=NOC(=N1)CCN 2-[3-(5-chloro-6-piperazin-1-yl-3-pyridyl)-1,2,4-oxadiazol-5-yl]ethanamine dihydrochloride